O1COC(C1)=O [1,3]Dioxole-4-one